(S)-2-((((9H-fluoren-9-yl)methoxy)carbonyl)amino)propan-1-aminium chloride [Cl-].C1=CC=CC=2C3=CC=CC=C3C(C12)COC(=O)N[C@H](C[NH3+])C